NC1=C(C=C(N=N1)C1=C(C=CC=C1)O)N1CC(CC1)(OC)CC1=CC=CC=C1 2-(6-amino-5-(3-benzyl-3-methoxypyrrolidin-1-yl)pyridazin-3-yl)phenol